FC(C=1C(=C(C=CC1)[C@@H](C)NC1=NN(C(C=2C1=CN(C(C2OC)=O)[C@H]2[C@@H](COCC2)F)=O)C)F)F 4-(((R)-1-(3-(difluoromethyl)-2-fluorophenyl)ethyl)amino)-6-((3S,4R)-3-fluorotetrahydro-2H-pyran-4-yl)-8-methoxy-2-methyl-2,6-dihydropyrido[3,4-d]pyridazine-1,7-dione